N'-((3-cyclopropyl-2-(trifluoromethyl)-6,7-dihydro-5H-cyclopenta[b]pyridin-4-yl)carbamoyl)-1-(difluoromethyl)-4-fluoro-1H-pyrazole-3-sulfonimidamide C1(CC1)C=1C(=C2C(=NC1C(F)(F)F)CCC2)NC(=O)N=S(=O)(N)C2=NN(C=C2F)C(F)F